BrC1=NN2C(N=CC(=C2)C)=C1C(=O)OCC Ethyl 2-bromo-6-methylpyrazolo[1,5-a]pyrimidine-3-carboxylate